C(C=C)(=O)OC(CCCCCCCCC)(C(=O)O)C(=O)O acryloyloxy-1,1-decanedicarboxylic acid